BrC1=CC=2N(C3=CC(=CC=C3C2C=C1)Br)C1=CC=C(C=O)C=C1 4-(2,7-dibromo-9H-carbazol-9-yl)benzaldehyde